Tert-Butyl N-[(2S)-2-methyl-4-oxo-pentyl]Carbamate C[C@H](CNC(OC(C)(C)C)=O)CC(C)=O